3-{[benzyl-(methyl)amino]methyl}-3-methyloxacyclopentane-2-one C(C1=CC=CC=C1)N(C)CC1(C(OCC1)=O)C